7-(6-(3,4-dimethylphenyl)-2-methoxypyridin-3-yl)-2-thia-7-azaspiro[4.4]non-3-ene 2,2-dioxide CC=1C=C(C=CC1C)C1=CC=C(C(=N1)OC)N1CC2(C=CS(C2)(=O)=O)CC1